FC=1C=CC2=C(C(=C(O2)C(=O)C2(CC2)F)C)C1 (5-fluoro-3-methylbenzofuran-2-yl)(1-fluorocyclopropyl)methanone